2,6,10,15,19,23-hexamethyltetracosan CC(C)CCCC(CCCC(CCCCC(CCCC(CCCC(C)C)C)C)C)C